ClC=1C=C(C[C@H]2N(CCCC2)C[C@@H](COC2=CC=C(C=C2)S(=O)(=O)C)O)C=CC1 |o1:5| (2S)-1-((S) or (R)-2-(3-chlorobenzyl)piperidin-1-yl)-3-(4-(methylsulfonyl)phenoxy)propan-2-ol